2-(4-fluorophenyl)-7-methyl-1H-indole-3-carbohydrazide FC1=CC=C(C=C1)C=1NC2=C(C=CC=C2C1C(=O)NN)C